1,5,7-triazabicyclo[4.4.0]decane-5-ene N12CCCN=C2NCCC1